FC(C(O)C=1SC=C(N1)CC1=CC=NC=C1)(F)F 2,2,2-trifluoro-1-(4-(pyridin-4-ylmethyl)thiazol-2-yl)ethan-1-ol